ClC1=NC=C(C(=N1)NC1CC(C1)(F)F)C(F)(F)F 2-chloro-N-(3,3-difluorocyclobutyl)-5-(trifluoromethyl)pyrimidin-4-amine